ClC1=C2C(=CNC2=CC=C1)C1=C(C=2N=C(N=C(C2C=N1)N1CCCCC1)OC[C@]12CCCN2C[C@@H](C1)F)F 7-(4-chloro-1H-indol-3-yl)-8-fluoro-2-{[(2R,7aS)-2-fluorotetrahydro-1H-pyrrolizin-7a(5H)-yl]methoxy}-4-(piperidin-1-yl)pyrido[4,3-d]pyrimidine